CC=1C(N(C(C1)=O)C1=C(C=C(C2=CC=CC=C12)C)N)=O 3-methyl-1-(2-amino-4-methylnaphthalen-1-yl)-1H-pyrrole-2,5-dione